(6aR,9S)-7-benzyl-N-ethyl-N-methyl-4,6,6a,7,8,9-hexahydroindolo[4,3-fg]quinoline-9-carboxamide C(C1=CC=CC=C1)N1C[C@H](C=C2C3=C4C(C[C@@H]12)=CNC4=CC=C3)C(=O)N(C)CC